OC1=CC(=NC(=C1)C)N[C@@H](CC1=CC=C(C=C1)NS(O)(=O)=O)C=1N=C(SC1)C (S)-4-[2-(4-hydroxy-6-methylpyridin-2-ylamino)-2-(2-methylthiazol-4-yl)ethyl]Phenyl-sulfamic acid